C1(=CC=CC=C1)[Si](N(C(C)=O)C)(N(C(C)=O)C)N(C(C)=O)C phenyl-tri(N-methylacetamido)silane